4-{5-chloro-2-[4-(trimethyl-silyl)-1H-1,2,3-triazol-1-yl]phenyl}-6-methoxypyrimidine ClC=1C=CC(=C(C1)C1=NC=NC(=C1)OC)N1N=NC(=C1)[Si](C)(C)C